1-bromo-4-(2,2-difluorovinyl)benzene BrC1=CC=C(C=C1)C=C(F)F